FC1=CC=C(C=C1)[C@H](C)NC1=NC(=CC(=N1)NC1=NC=CN=C1)N1CC(C1)NC (S)-N2-[1-(4-fluorophenyl)ethyl]-6-[3-(methylamino)azetidin-1-yl]-N4-(pyrazin-2-yl)pyrimidine-2,4-diamine